(S)-3-chloro-4-((2,4-difluorophenyl)methoxy-d2)-2'-(3-(2-hydroxypropan-2-yl)-1H-pyrazol-1-yl)-5',6-dimethyl-2H-[1,4'-bipyridin]-2-one ClC=1C(N(C(=CC1OC([2H])([2H])C1=C(C=C(C=C1)F)F)C)C1=CC(=NC=C1C)N1N=C(C=C1)C(C)(C)O)=O